N-[9-(benzylamino)acridin-3-yl]-3-pyrrolidin-1-ylpropanamide C(C1=CC=CC=C1)NC=1C2=CC=CC=C2N=C2C=C(C=CC12)NC(CCN1CCCC1)=O